2,2',5',2''-terthiophene C1=CSC(=C1)C2=CC=C(S2)C3=CC=CS3